2-(2,6-dioxopiperidin-3-yl)-5-(2,7-diazaspiro[3.5]nonane-2-yl)isoindoline-1,3-dione O=C1NC(CCC1N1C(C2=CC=C(C=C2C1=O)N1CC2(C1)CCNCC2)=O)=O